C1(=CC=CC=C1)C(O)(C1=C(C=CC=C1)OC(F)(F)F)C=1NC2=CC=CC=C2C1C1=CC=CC=C1 phenyl(3-phenyl-1H-indol-2-yl)(2-(trifluoromethoxy)phenyl)methanol